2-(bis(4-(((Z)-octadec-9-en-1-yl)oxy)butyl)amino)ethan-1-ol C(CCCCCCC\C=C/CCCCCCCC)OCCCCN(CCO)CCCCOCCCCCCCC\C=C/CCCCCCCC